C(C1=CC=CC=C1)OC1=C(C(=O)N2CC3=CC=C(C=C3C2)C(=O)N(C)C)C(=CC(=C1)O)O 2-(2-(benzyloxy)-4,6-dihydroxybenzoyl)-N,N-dimethylisoindoline-5-carboxamide